(o-methylphenyl)(phenyl)methanol CC1=C(C=CC=C1)C(O)C1=CC=CC=C1